4,4-dihydroxy-8-[(1-{[(2S)-pyrrolidin-2-yl]acetyl}azetidin-3-yl)oxy]-5-oxa-4-boranuidabicyclo[4.4.0]deca-1(6),7,9-triene-7-carboxylic acid disodium salt [Na+].[Na+].O[B-]1(CCC=2C=CC(=C(C2O1)C(=O)O)OC1CN(C1)C(C[C@H]1NCCC1)=O)O.O[B-]1(CCC=2C=CC(=C(C2O1)C(=O)O)OC1CN(C1)C(C[C@H]1NCCC1)=O)O